C(#N)C1=C(C=C(C=N1)N1CCC(CC1)C(=O)O)C(F)(F)F 1-(6-cyano-5-(trifluoromethyl)pyridin-3-yl)piperidine-4-carboxylic acid